ClC1=C(C(=CC=C1C=1C=NN(C1)CCC(C)C)O)N1CC(NS1(=O)=O)=O 5-(2-chloro-6-hydroxy-3-(1-isopentyl-1H-pyrazol-4-yl)phenyl)-1,2,5-thiadiazolidin-3-one 1,1-dioxide